3-fluoropyridine methyl-formate COC=O.FC=1C=NC=CC1